B(OC)(OC)OC1=C(C=C(C=C1CF)CF)CF dimethyl (2,4,6-trifluoromethylphenyl) borate